3-(((7-(1H-Pyrazol-4-yl)-2,3-dihydrofuro[3,2-c]pyridin-4-yl)amino)methyl)-N-(2-(1-(oxetan-3-yl)piperidin-4-yl)ethyl)benzamid N1N=CC(=C1)C=1C2=C(C(=NC1)NCC=1C=C(C(=O)NCCC3CCN(CC3)C3COC3)C=CC1)CCO2